CC(CCCCCC)OC(C=C)=O acrylic acid 2-octyl ester